C1(CC1)OC=1C=C(C=CC1)C1=CC(=NN1C1=C(C=CC=C1)N1C[C@H](CC1)O)COC(C(=O)O)(C)C 2-([5-(3-Cyclopropoxyphenyl)-1-[2-[(3S)-3-hydroxypyrrolidin-1-yl]phenyl]-1H-pyrazol-3-yl]methoxy)-2-methylpropanoic acid